N-[(8-hydroxy-5-nitroquinolin-7-yl)(4-methoxyphenyl)methyl]-2-(4-hydroxyphenyl)acetamide OC=1C(=CC(=C2C=CC=NC12)[N+](=O)[O-])C(NC(CC1=CC=C(C=C1)O)=O)C1=CC=C(C=C1)OC